ClC=1C=C2C(=NC(=NC2=C(C1C1=C(C=CC=C1OC)F)F)SC)N1C[C@H](N(C[C@@H]1C)C(=O)OC(C)(C)C)C (2R,5S)-tert-Butyl 4-(6-chloro-8-fluoro-7-(2-fluoro-6-methoxyphenyl)-2-(methylthio)quinazolin-4-yl)-2,5-dimethylpiperazine-1-carboxylate